CC1(OB(OC1(C)C)C1=CC(NCC1)C(=O)OC(C)(C)C)C tert-butyl 4-(4,4,5,5-tetramethyl-1,3,2-dioxaborolan-2-yl)-1,2,5,6-tetrahydropyridinecarboxylate